3β-Acetoxy-17-(5,6-dimethyl-1H-benzimidazol-1-yl)-androsta-5,16-diene C(C)(=O)O[C@@H]1CC2=CC[C@H]3[C@@H]4CC=C([C@@]4(C)CC[C@@H]3[C@]2(CC1)C)N1C=NC2=C1C=C(C(=C2)C)C